C(#N)CN1N=C(OCC1=O)C=1C(=NC=CN1)C(C)NC(C1=CC(=CC(=C1)C(F)(F)F)C(F)(F)F)=O N-(1-(3-(4-(Cyanomethyl)-5-oxo-5,6-dihydro-4H-1,3,4-oxadiazin-2-yl)pyrazin-2-yl)ethyl)-3,5-bis(trifluoromethyl)benzamide